1,4-Dimethoxybenzol COC1=CC=C(C=C1)OC